(S)-Methyl 3-((2-(benzyloxy)-2-oxoethyl)amino)-2-(((benzyloxy)carbonyl)amino)propaneate C(C1=CC=CC=C1)OC(CNC[C@@H](C(=O)OC)NC(=O)OCC1=CC=CC=C1)=O